Cyclopropyl-2-[6-(2,3-difluorophenyl)pyrazolo[4,3-b]pyridin-1-yl]ethanone C1(CC1)C(CN1N=CC2=NC=C(C=C21)C2=C(C(=CC=C2)F)F)=O